methyl N-[2-(4-{2-[(4-{[6-(5-chloro-2-fluorophenyl)-3-(methylsulfanyl)pyridazin-4-yl]amino}pyridin-2-yl)-carbamoyl]ethyl}piperazin-1-yl)ethyl]carbamate ClC=1C=CC(=C(C1)C1=CC(=C(N=N1)SC)NC1=CC(=NC=C1)NC(=O)CCN1CCN(CC1)CCNC(OC)=O)F